FC(S(=O)(=O)OC1=CC(CC1)C(=O)OC)(F)F methyl 3-(((trifluoromethyl)sulfonyl)oxy)cyclopent-2-ene-1-carboxylate